bis(1-ethyl-indenyl)zirconium C(C)C1C(=CC2=CC=CC=C12)[Zr]C=1C(C2=CC=CC=C2C1)CC